N1(CCC1)C1C(CC1)OC=1N=C(C2=C(N1)CN(CC2)C2=CC=CC1=CC=C(C(=C21)Cl)F)N2C[C@@H](N(CC2)C(=O)OC(C)(C)C)CC#N tert-butyl (2S)-4-(2-(2-(azetidin-1-yl)cyclobutoxy)-7-(8-chloro-7-fluoronaphthalen-1-yl)-5,6,7,8-tetrahydropyrido[3,4-d]pyrimidin-4-yl)-2-(cyanomethyl)piperazine-1-carboxylate